BrC=1C(=NN(C1)CC(F)F)C1=CC=CC=C1 4-bromo-1-(2,2-difluoroethyl)-3-phenyl-1H-pyrazole